NC1CC2(CC(C2)N2CC(CCC2)C2=NN(C(N2)=O)C=2C=CC=C3C=CC(NC23)=O)C1 8-(3-(1-(6-aminospiro[3.3]heptan-2-yl)piperidin-3-yl)-5-oxo-4,5-dihydro-1H-1,2,4-triazol-1-yl)quinolin-2(1H)-one